C[C@H]1C[C@H](CN(C1)C1=C2N=CC=NC2=C(C=C1)C(F)(F)F)N (3R,5S)-5-methyl-1-(8-(trifluoromethyl)quinoxaline-5-yl)piperidine-3-amine